ClC=1C2=C(N=C(N1)C1=NC=CC=N1)CCN(C2C)C(=O)OCC2=CC=CC=C2 Benzyl 4-chloro-5-methyl-2-pyrimidin-2-yl-7,8-dihydro-5H-pyrido[4,3-d]pyrimidine-6-carboxylate